C1(CC1)C=1C=C(C=C(C1)C1CC1)CN(C1=C(C=C(C(=O)O)C=C1)OCC)C(CN(CC1=C(C=CC=C1)C(F)(F)F)S(=O)(=O)C1=C(C(=C(C=C1F)F)F)F)=O 4-[(3,5-dicyclopropylphenyl)methyl-[2-[(2,3,4,6-tetrafluorophenyl)sulfonyl-[[2-(trifluoromethyl)phenyl]methyl]amino]acetyl]amino]-3-ethoxy-benzoic acid